CON1C(C(CC1)S)=O N-methoxy-2-mercapto-4-butanolactam